5-(3-(1-(difluoromethyl)-1H-pyrazol-4-yl)-2-fluoro-6-hydroxyphenyl)-1,2,5-thiadiazolidin-3-one 1,1-dioxide FC(N1N=CC(=C1)C=1C(=C(C(=CC1)O)N1CC(NS1(=O)=O)=O)F)F